5-methyl-N-[4-(4,4,5,5-tetramethyl-1,3,2-dioxaborolan-2-yl)cyclohex-3-en-1-yl]-1,3,4-oxadiazol-2-amine CC1=NN=C(O1)NC1CC=C(CC1)B1OC(C(O1)(C)C)(C)C